C(C1=CC=CC=C1)SC1=C(C=C(C=C1C1=CC=CC=C1)[N+](=O)[O-])[N+](=O)[O-] 1-benzylthio-2,4-dinitro-6-phenylbenzene